CC1=NC(=NC(=C1S(=O)(=O)N1CC2(C1)CN(C2)C2CCOCC2)C)C(F)(F)F 2-((4,6-dimethyl-2-(trifluoromethyl)pyrimidin-5-yl)sulfonyl)-6-(tetrahydro-2H-pyran-4-yl)-2,6-diazaspiro[3.3]heptane